N-(adamantan-2-yl)-4-(3-chloro-pyridin-3-yl)-1H-pyrrole-2-carboxamide C12C(C3CC(CC(C1)C3)C2)NC(=O)C=2NC=C(C2)C2(CN=CC=C2)Cl